1-((trimethylsilyl)oxy)-6H-benzo[c]chromen-3-yl trifluoromethanesulfonate FC(S(=O)(=O)OC1=CC(=C2C3=C(COC2=C1)C=CC=C3)O[Si](C)(C)C)(F)F